Tetrahydropyran-4-yl (3-(4-(1-(2-chloro-1H-imidazol-1-yl)ethyl)phenyl)-5-isobutylthiophen-2-yl)sulfonylcarbamate ClC=1N(C=CN1)C(C)C1=CC=C(C=C1)C1=C(SC(=C1)CC(C)C)S(=O)(=O)NC(OC1CCOCC1)=O